C(C)(=O)C1=NC=C(C=N1)OC1=CC=C(C=C1)C1(CCOCC1)C1=CC=C(C=C1)C(C(=O)O)=O 2-(4-(4-(4-((2-acetylpyrimidin-5-yl)oxy)phenyl)tetrahydro-2H-pyran-4-yl)phenyl)-2-oxoacetic acid